4-(4-(3,4-difluorophenyl)-1H-1,2,3-triazol-1-yl)-2-(hydroxymethyl)-5-methoxytetrahydro-2H-pyran-3-ol FC=1C=C(C=CC1F)C=1N=NN(C1)C1C(C(OCC1OC)CO)O